Cl.C(C1=CC=CC=C1)OCCC(CCN)NC 1-[2-(benzyloxy)ethyl]-N1-Methyl-propane-1,3-diamine hydrochloride